CN1C2=C(C=CC1=O)N(C=C2C2=CC(=CC(=C2)OC2=CC=C(C=C2)C(F)(F)F)C)CC(=O)N 2-(4-methyl-3-{3-methyl-5-[4-(trifluoromethyl)phenoxy]phenyl}-5-oxo-1H,4H,5H-pyrrolo[3,2-b]pyridin-1-yl)acetamide